4-bromo-5-(3-((3s,4r)-4-(3,4-difluorophenyl)-1-(2-methoxyethyl)pyrrolidin-3-yl)ureido)-1-phenyl-1H-pyrazole-3-carboxylic acid BrC=1C(=NN(C1NC(=O)N[C@@H]1CN(C[C@H]1C1=CC(=C(C=C1)F)F)CCOC)C1=CC=CC=C1)C(=O)O